ClCC(=O)N(CC=C)CC=C 2-CHLORO-N,N-DI-2-PROPENYLACETAMIDE